OC(C(=O)C1=CC=CC=C1)CC1=CCC(C=C1O)(O)O 2,4,6-trihydroxy-3-(4-hydroxyphenyl)propiophenone